OC[C@H](C1=CC=CC=C1)NC1=NC(=NC=C1C1=NC(=NO1)C12CCN(CC1)CC2)NC=2C=C1C(C(N(C(C1=CC2)=O)C)C)C 6-((4-(((S)-2-hydroxy-1-phenylethyl)amino)-5-(3-(quinuclidin-4-yl)-1,2,4-oxadiazol-5-yl)pyrimidin-2-yl)amino)-2,3,4-trimethyl-3,4-dihydroisoquinolin-1(2H)-one